C(#N)C1N(CC2(CN(C2)C(=O)OCC=C)C1)C(=O)OC(C)(C)C 2-allyl 6-(tert-butyl) 7-cyano-2,6-diazaspiro[3.4]octane-2,6-dicarboxylate